NC=1C2=C(N=CN1)SC(=N2)C=2C=C(C=CC2C)C#C[C@]2(C(N(CC2)C([2H])([2H])[2H])=O)O (R)-3-[2-[3-(7-Aminothiazolo[5,4-d]pyrimidin-2-yl)-4-methylphenyl]ethynyl]-3-hydroxy-1-(trideuteriomethyl)pyrrolidin-2-one